(S)-N-(1-(7-(5-((Cyclopentylamino)methyl)thiophen-2-yl)quinolin-5-yl)cyclopropyl)-2-methyl-5-((1-methylazetidin-2-yl)methoxy)benzamide C1(CCCC1)NCC1=CC=C(S1)C1=CC(=C2C=CC=NC2=C1)C1(CC1)NC(C1=C(C=CC(=C1)OC[C@H]1N(CC1)C)C)=O